methyl-sulfolan CC1S(=O)(=O)CCC1